manganese-cerium-oxide [O-2].[Ce+3].[Mn+2]